N-methylprotoporphyrin CC1=C(C2=CC3=NC(=CC4=NC(=CC5=C(C(=C(N5C)C=C1N2)C=C)C)C(=C4CCC(=O)O)C)C(=C3C)CCC(=O)O)C=C